1-(3-amino-3-oxopropyl)hydrazine-1,2-dicarboxylic acid 1-benzyl ester 2-tert-butyl ester C(C)(C)(C)OC(=O)NN(C(=O)OCC1=CC=CC=C1)CCC(=O)N